4-((1-Ethyl-7-methoxy-1H-indazol-6-yl)amino)-6-(trans-2-fluorocyclopropanecarboxamido)-N-(methyl-d3)nicotinamide C(C)N1N=CC2=CC=C(C(=C12)OC)NC1=CC(=NC=C1C(=O)NC([2H])([2H])[2H])NC(=O)[C@H]1[C@@H](C1)F